N-(5-cyano-4-fluoro-2-methylphenyl)pyrazolo[1,5-a]pyridine-3-carboxamide C(#N)C=1C(=CC(=C(C1)NC(=O)C=1C=NN2C1C=CC=C2)C)F